P,P-bis(4-mercaptophenyl)phosphinic acid SC1=CC=C(C=C1)P(O)(=O)C1=CC=C(C=C1)S